CC1(C23C(C4CCCCC4C1)CCC(C(C2)=C)C3)C dimethyl-14-methylidenetetracyclo[11.2.1.01,10.04,9]hexadecane